C(C)OC([C@@H](C)OC1=CC=C(C=C1)OC1=NC2=CC=C(C=C2N=C1)Cl)=O.BrC=1C(=NC(=NC1)SC)C(NC=O)C#N N-((5-bromo-2-(methylthio)pyrimidin-4-yl)(cyano)methyl)formamide ethyl-(2R)-2-[4-(6-chloroquinoxalin-2-yl)oxyphenoxy]propanoate